(R)-benzyl 2-(((benzyloxy)carbonyl)amino)-3-(3-(1,4-diethyl-1H-pyrazol-5-yl)-5-fluorobenzamido)propanoate C(C1=CC=CC=C1)OC(=O)N[C@@H](C(=O)OCC1=CC=CC=C1)CNC(C1=CC(=CC(=C1)F)C1=C(C=NN1CC)CC)=O